N-[(S)-1-(2,6-dimethyl-4-pyridyl)-2-methoxyethyl]-4-{(S)-1,7-diaza-7-spiro[4.4]nonyl}-5-(3,5-difluorophenyl)nicotinamide CC1=NC(=CC(=C1)[C@@H](COC)NC(C1=CN=CC(=C1N1C[C@]2(CCCN2)CC1)C1=CC(=CC(=C1)F)F)=O)C